1-Stearoyl-2-Oleoyl-sn-Glycero-3-Phosphocholine C(CCCCCCCCCCCCCCCCC)(=O)OC[C@@H](OC(CCCCCCC\C=C/CCCCCCCC)=O)COP(=O)([O-])OCC[N+](C)(C)C